2-Bromomethyltetrahydrofuran BrCC1OCCC1